OC1C(CCC1)(C(=O)O)C(=O)O hydroxycyclopentanedicarboxylic acid